C(C1=CC=CC=C1)OC=1C=C(C2=CC=CC=C2C1)N1CC=2N=C(N=C(C2CC1)N1C[C@@H](N(CC1)C(=O)OC(C)(C)C)CC#N)SC tert-butyl (2S)-4-[7-(3-benzyloxy-1-naphthyl)-2-methylsulfanyl-6,8-dihydro-5H-pyrido[3,4-d]pyrimidin-4-yl]-2-(cyanomethyl)piperazine-1-carboxylate